2-chloro-N-(1-((2-fluorobenzyl)oxy)-2-methylpropan-2-yl)-5,6,7,8-tetrahydroquinoline-3-carboxamide ClC1=NC=2CCCCC2C=C1C(=O)NC(COCC1=C(C=CC=C1)F)(C)C